BrC=1C=CC(=C(C1)C1=NNC=C1)[N+](=O)[O-] 3-(5-bromo-2-nitrophenyl)-1H-pyrazole